FC=1C(=CC=C2C=CC(=NC12)C1=C(C=CC=C1)F)C(=O)O 8-fluoro-2-(2-fluorophenyl)quinoline-7-carboxylic acid